C1(CC1)C=1C=CC(=NC1)NC1=NC=C(C(=O)NOCC)C(=C1)NC1=C(C=C(C=C1)C#C)N(S(=O)(=O)C)C 6-((5-cyclopropyl-pyridin-2-yl)amino)-N-ethoxy-4-((4-ethynyl-2-(N-methyl-methane-sulfonamido)phenyl)amino)-nicotinamide